C(C)C(C(=O)O)(CCCCCCCCCCCCCC)CCCCCC.C(CCCCCCCCCCCCCCC)(=O)OC(CCCCC)CC ethylhexyl Palmitate (ethyl Hexyl Palmitate)